ClC=1C=C(OCC(CC(=O)O)(C)C)C=CC1C=1N(C2=NC=NC(=C2N1)OC1(CC1)C)CC1=CC(=CC=C1)Cl 4-(3-chloro-4-(9-(3-chlorobenzyl)-6-(1-methylcyclopropoxy)-9H-purin-8-yl)phenoxy)-3,3-dimethylbutanoic acid